Ethyl (3'R,4'S,5'R)-6''-chloro-4'-(3-chloro-2-fluorophenyl)-4,4-dimethyl-2''-oxo-1'',2''-dihydrodispiro[cyclohexane-1,2'-pyrrolidine-3',3''-indole]-5'-carboxylate ClC1=CC=C2[C@@]3(C(NC2=C1)=O)C1(N[C@H]([C@@H]3C3=C(C(=CC=C3)Cl)F)C(=O)OCC)CCC(CC1)(C)C